1-methyl-piperazine 2-oxopyridin-1-yl-5-methylhexanoate O=C1N(C=CC=C1)C(C(=O)O)CCC(C)C.CN1CCNCC1